COC(=O)C1(CCC2(C(=CC3=CC=C(C=C23)C(C)=O)C[C@H](COCC2=CC=C(C=C2)OC)C)CC1)NC1=CC(=CC=C1)Cl (1R,4R)-6'-acetyl-4-(3-chloroanilino)-2'-{(2R)-3-[(4-methoxyphenyl)methoxy]-2-methylpropyl}spiro[cyclohexane-1,1'-indene]-4-carboxylic acid methyl ester